BrC1=NN(C(=C1)CN1CCCC1)C 3-bromo-1-methyl-5-(pyrrolidin-1-ylmethyl)-1H-pyrazole